ClC1=C(CN2N=C3C4=C(CCC3=C2)OC(=C4C)C(=O)NC4=C(C=CC(=C4)OC)OC)C(=CC=C1)F 2-(2-chloro-6-fluorobenzyl)-N-(2,5-dimethoxyphenyl)-8-methyl-4,5-dihydro-2H-furo[2,3-g]indazole-7-carboxamide